ClC1=CC(=C(N=N1)OC1=C(C=CC=C1C)C1CC1)O 6-chloro-3-(2-cyclopropyl-6-methylphenoxy)pyridazin-4-ol